dimethyltauryl-sulfonamide CN(S(=O)(=O)S(=O)(=O)CCN)C